(TMS-ethyl) thiophosphate P(=S)(OCC[Si](C)(C)C)([O-])[O-]